N1CC(C1)C(=O)N1CCC(CC1)N1N=CC(=C1)C=1C=C(C=2N(C1)N=CC2C#N)C(C)C 6-(1-(1-(azetidine-3-carbonyl)piperidin-4-yl)-1H-pyrazol-4-yl)-4-isopropylpyrazolo[1,5-a]pyridine-3-carbonitrile